1-(2-(3-fluorobenzyl)-4-(1-methyl-1H-pyrazol-3-yl)-5,8-dihydropyrido[3,4-d]pyrimidin-7(6H)-yl)propan-1-one FC=1C=C(CC=2N=C(C3=C(N2)CN(CC3)C(CC)=O)C3=NN(C=C3)C)C=CC1